C(=C)S(=O)[O-] vinyl-sulfinate